ClC1=C(C(=CC=C1)Cl)N1N=C(C(=C1)NC=1C=NC(=CC1)C1=NN=C2N1C(=CC=C2)C)C(=O)N 1-(2,6-dichlorophenyl)-4-((6-(5-methyl-[1,2,4]triazolo[4,3-a]pyridin-3-yl)pyridin-3-yl)amino)-1H-pyrazole-3-carboxamide